isopropyl (2S)-2-(3-(1H-indol-3-yl)-2-((methylglycyl)oxy)propanamido)-6-diazo-5-oxohexanoate N1C=C(C2=CC=CC=C12)CC(C(=O)N[C@H](C(=O)OC(C)C)CCC(C=[N+]=[N-])=O)OC(CNC)=O